ClC=1C=CC2=C(CC3(CC=4N2C(=NN4)[C@H]4CN(CC4)CC=4C=NC=CC4)OCCO3)C1 8'-Chloro-1'-[(3R)-1-(pyridin-3-ylmethyl)pyrrolidin-3-yl]-4'H,6'H-spiro[1,3-dioxolan-2,5'-[1,2,4]triazolo[4,3-a][1]benzazepin]